Cl.OC(C(=O)N)CC[C@H]1C(NCCC1)=O 2-hydroxy-4-[(3S)-2-oxopiperidin-3-yl]butanamide hydrochloride